CN(C1=CC=C(C=N1)C=1C=NC=2CCN(CC2C1)C1=NC=C(C#N)C=C1C)C 6-(3-(6-(dimethylamino)pyridin-3-yl)-7,8-dihydro-1,6-naphthyridin-6(5H)-yl)-5-methylnicotinonitrile